C=1(C(=CC=C2C=CC(=CC12)O)O)C=1C(=CC=C2C=CC(=CC12)O)O 1,1'-binaphthalene-2,2',7,7'-tetraol